ClC1=C(C2=C(NC(O[C@]23CN(CC3)C3=CC(=NC=N3)C(=O)O)=O)C=C1)F (S)-6-(6-Chloro-5-fluoro-2-oxo-1,2-dihydrospiro[benzo[d][1,3]oxazine-4,3'-pyrrolidin]-1'-yl)pyrimidine-4-carboxylic acid